CS(=O)(=O)C=1N=CC2=C(N1)N(C(=C2)C#N)C2COCCC2 2-methylsulfonyl-7-tetrahydropyran-3-yl-pyrrolo[2,3-d]pyrimidine-6-carbonitrile